(E)-(2R,3S,4S)-2,3,4-Tribenzyloxypentan C(C1=CC=CC=C1)O[C@H](C)C([C@H](C)OCC1=CC=CC=C1)OCC1=CC=CC=C1